[O-]CC.[O-]CC.[O-]CC.[Al+3].[Li+] lithium aluminum triethoxide